NC1=C(C(N(C2=CC=C(C=C12)C=1SC=CC1)C)=O)C 4-amino-6-thienyl-1,3-dimethylquinolin-2(1H)-one